ClC1=CC(=C(C(=O)O)C=C1[N+](=O)[O-])C 4-chloro-2-methyl-5-nitro-benzoic acid